2-((2,6-Dichlorobenzoyl)thio)-5-(pyrazin-2-yl)-1,3,4-thiadiazole ClC1=C(C(=O)SC=2SC(=NN2)C2=NC=CN=C2)C(=CC=C1)Cl